C/C(/C(=O)OCCCCC=C)=C(/C(=O)OCCCCC=C)\C di(5-hexenyl) 2,3-dimethylmaleate